C(CCC)C1=NC2(C(N1CC1=CC=C(C=C1)C=1C=C(C=CC1C1=NOC(N1)=O)C1=CC=CC=C1)=O)CCCC2 3-(4''-((2-butyl-4-oxo-1,3-diazaspiro[4.4]non-1-en-3-yl)methyl)-[1,1':3',1''-terphenyl]-4'-yl)-1,2,4-oxadiazol-5(4H)-one